NC1=NC=NN2C1=CC=C2[C@H]2C[C@@H]([C@](O2)(CO)N=[N+]=[N-])O (2R,3S,5R)-5-(4-aminopyrrolo[2,1-f][1,2,4]triazin-7-yl)-2-azido-2-(hydroxymethyl)tetrahydrofuran-3-ol